(R)-(5-chloro-2-(2H-1,2,3-triazol-2-yl-d)phenyl)(4-methyl-2-((2-methylbenzo[d]thiazol-6-yl)methyl)pyrazolidin-1-yl)methanone ClC=1C=CC(=C(C1)C(=O)N1N(C[C@H](C1)C)CC1=CC2=C(N=C(S2)C)C=C1)N1N=CC(=N1)[2H]